C(C1=CC=CC=C1)OC[C@H]1OC[C@@](CNC1)(C)O[Si](C)(C)C(C)(C)C |o1:12| (2S,6S*)-2-[(benzyloxy)methyl]-6-[(tert-butyldimethylsilyl)oxy]-6-methyl-1,4-oxazepane